C(C)OC(=O)C=1C=NN2C1C=C(C=C2C)Br.COC2=C(C=CC=C2S(=O)(=O)O)P(CCCP(C2=C(C(=CC=C2)S(=O)(=O)O)OC)C2=C(C(=CC=C2)S(=O)(=O)O)OC)C2=C(C(=CC=C2)S(=O)(=O)O)OC 1,3-bis[bis(2-methoxy-3-sulfophenyl)phosphino]propane ethyl-5-bromo-7-methyl-pyrazolo[1,5-a]pyridine-3-carboxylate